4-(((1S,2S)-2-(dimethylamino)cyclohexyl)amino)-2-fluoro-N-(6-methoxybenzo[d]thiazol-2-yl)benzenesulfonamide CN([C@@H]1[C@H](CCCC1)NC1=CC(=C(C=C1)S(=O)(=O)NC=1SC2=C(N1)C=CC(=C2)OC)F)C